(R)-1-(5-chloropyridazin-3-yl)-4,6-dimethylpiperazin-2-one ClC=1C=C(N=NC1)N1C(CN(C[C@H]1C)C)=O